C(C)N(C1CC2=C(N(N=C2CC1)C1=NC=CC=C1)O)CC1=CC=NC=C1 5-[ethyl-(pyridin-4-ylmethyl)amino]-2-(pyridin-2-yl)-4,5,6,7-tetrahydro-2H-indazol-3-ol